N1N=C(C2=CC=CC=C12)NC(C(C)C=1C=C(C=CC1)C1=CC=C(C=C1)C(C(=O)N)=C)=O (3'-(1-((1H-indazol-3-yl)amino)-1-oxopropan-2-yl)-[1,1'-biphenyl]-4-yl)acrylamide